ClC=1C=CC(=NC1)N1CCN(CC1)C(CCOCCOC1=C(C(NN=C1)=O)C(F)(F)F)=O 5-(2-[3-[4-(5-Chloropyridin-2-yl)piperazin-1-yl]-3-oxopropoxy]ethoxy)-4-(trifluoromethyl)-2,3-dihydropyridazin-3-one